Mesyl Phosphoroamidate P(OS(=O)(=O)C)([O-])(=O)N